1-{(1R,3R,4R,6S,7S)-7-(benzyloxy)-1-[(benzyloxy)methyl]-6-methyl-2-oxa-5-azabicyclo[2.2.1]Hept-3-yl}-5-methylpyrimidine-2,4(1H,3H)-dione C(C1=CC=CC=C1)O[C@@H]1[C@]2(O[C@H]([C@@H]1N[C@H]2C)N2C(NC(C(=C2)C)=O)=O)COCC2=CC=CC=C2